C(#N)N1CCC(CC1)N1N=NC(=C1C)C1=CC=2N(C(=C1)OC(C)C1=NC=C(C=C1F)F)C(=CN2)C#N 7-[1-(1-Cyano-4-piperidyl)-5-methyl-triazol-4-yl]-5-[1-(3,5-difluoro-2-pyridyl)ethoxy]imidazo[1,2-a]pyridine-3-carbonitrile